B(O)(O)O.C(C(=O)O)(=O)OOCI iodomethoxy oxalate borate